ethyl N-[(1R,2S,5R)-5-methyl-2-propan-2-ylcyclohexanecarbonyl]carbamate C[C@@H]1CC[C@H]([C@@H](C1)C(=O)NC(OCC)=O)C(C)C